NC1=C(C=2C(=NC(=C(C2)C)C)N1C1=C(C(=CC=C1C)OC)C)C#N racemic-2-amino-1-(3-methoxy-2,6-dimethyl-phenyl)-5,6-dimethyl-1H-pyrrolo[2,3-b]pyridine-3-carbonitrile